C1=CC=C(C(=C1)C2=C3C=C(C(=O)C=C3OC4=C(C(=C(C=C24)Br)[O-])[Hg])Br)C(=O)[O-].O.[Na+].[Na+] The molecule is an organic sodium salt that is 2,7-dibromo-4-hydroxymercurifluorescein in which the carboxy group and the phenolic hydroxy group have been deprotonated and the resulting charge is neutralised by two sodium ions. It has a role as an antiseptic drug, a fluorochrome and a histological dye. It contains a 2,7-dibromo-4-hydroxymercurifluorescein(2-).